N1([C@@H]2[C@H](CC1)CNC2)C2=CN=CC(=N2)NC=2C1=C(C(=NC2)C2=C3C(=NC=C2)N(C=C3)C)CNC1=O 7-((6-((3aR,6aR)-hexahydro-pyrrolo[3,4-b]pyrrol-1(2H)-yl)pyrazin-2-yl)amino)-4-(1-methyl-1H-pyrrolo[2,3-b]pyridin-4-yl)-2,3-dihydro-1H-pyrrolo[3,4-c]pyridin-1-one